2-[(4-{3-[(4-chloro-2-fluorobenzyl)oxy]pyrazin-2-yl}piperidin-1-yl)methyl]-1-[(1-ethyl-1H-imidazol-5-yl)methyl]-1H-benzimidazole-6-carboxylic acid, trifluoroacetate salt FC(C(=O)O)(F)F.ClC1=CC(=C(COC=2C(=NC=CN2)C2CCN(CC2)CC2=NC3=C(N2CC2=CN=CN2CC)C=C(C=C3)C(=O)O)C=C1)F